2-pyrazol-1-yl-5,6,7,8-tetrahydropyrido[4,3-d]Pyrimidine N1(N=CC=C1)C=1N=CC2=C(N1)CCNC2